6-fluoro-3-(2-fluorophenyl)-3,4-dihydroquinazolin-2(1H)-one FC=1C=C2CN(C(NC2=CC1)=O)C1=C(C=CC=C1)F